ClC/C=C/C(=O)NC1=C(C=C(C=C1F)C(=O)C1=CC(=C2C(=CC=CN12)C1=C(C2=C(N(C(=N2)COC)C)C=C1C(F)(F)F)OC)NC)F (E)-4-chloro-N-(2,6-difluoro-4-(8-(4-methoxy-2-(methoxymethyl)-1-methyl-6-(trifluoromethyl)-1H-benzo[d]imidazol-5-yl)-1-(methylamino)indolizine-3-carbonyl)phenyl)but-2-enamide